C1CCC2=C(C=CC=C12)NC(C(C)(C)C)=O N-(2,3-dihydro-1H-inden-4-yl)trimethylacetamide